p-methyl-(E)-3-phenyl-1-(p-tolyl)prop-2-en-1-one CC1=CC=C(C=C1)/C=C/C(=O)C1=CC=C(C=C1)C